1,3-Dipentylbenzimidazolium trifluoromethanesulfonate FC(S(=O)(=O)[O-])(F)F.C(CCCC)[N+]1=CN(C2=C1C=CC=C2)CCCCC